(cyclopentadienyl)(isobutyl-cyclopentadienyl)zirconium dichloride [Cl-].[Cl-].C1(C=CC=C1)[Zr+2]C1(C=CC=C1)CC(C)C